N1OC(CCO1)N1C(C2=CC(=C(C=C2C1=O)F)F)=O 2-(2,6-dioxapiperidine-3-yl)5,6-difluoroisoindoline-1,3-dione